(3-CHLORO-PHENYL)-ACETALDEHYDE ClC=1C=C(C=CC1)CC=O